NC1=NC=CC2=C1CC[C@H]2NC(=O)C=2SC(=C(C2)Cl)CN2CCN(CC2)C2=CC=NC=C2 N-[(5R)-1-Amino-6,7-dihydro-5H-cyclopenta[c]pyridin-5-yl]-4-chloro-5-[[4-(4-pyridyl)piperazin-1-yl]methyl]thiophene-2-carboxamide